ClC=1C=C(C=2N(N1)C(=CN2)F)[C@@H]2[C@H](C2)C2=CC=C(C(=O)OC)C=C2 methyl 4-((1S,2S)-2-(6-chloro-3-fluoroimidazo[1,2-b]pyridazin-8-yl)cyclopropyl)benzoate